6-butyl-5-(2,6-dimethoxyphenyl)-4-hydroxy-3-(phenylsulfonyl)pyridin-2(1H)-one C(CCC)C1=C(C(=C(C(N1)=O)S(=O)(=O)C1=CC=CC=C1)O)C1=C(C=CC=C1OC)OC